(R)-5-(((4-(3-chloro-2-(2-chloro-3-(6-methoxy-5-(((((R)-5-oxopyrrolidin-2-yl)methyl)amino)methyl)pyridin-2-yl)phenyl)pyridin-4-yl)-2-methoxybenzyl)amino)methyl)pyrrolidin-2-one ClC=1C(=NC=CC1C1=CC(=C(CNC[C@H]2CCC(N2)=O)C=C1)OC)C1=C(C(=CC=C1)C1=NC(=C(C=C1)CNC[C@@H]1NC(CC1)=O)OC)Cl